BrC1=CC=C(C=C1)[C@@H]1[C@@H]2CC[C@H](CN1C(=O)OC(C)(C)C)O2 tert-Butyl (1S,2R,5R)-2-(4-bromophenyl)-8-oxa-3-azabicyclo[3.2.1]octane-3-carboxylate